7-fluoro-2-(5-fluoro-2-(pyrimidin-5-yl)benzyl)imidazo[1,2-c]quinazolin-5-amine FC1=CC=CC=2C=3N(C(=NC12)N)C=C(N3)CC3=C(C=CC(=C3)F)C=3C=NC=NC3